methyl (2r,3r)-3-((S)-1-((3r,4S,5S)-4-((S)-2-(((benzyloxy) carbonyl) amino)-N,3-dimethylbutyramido)-3-methoxy-5-methylheptanoyl) pyrrolidin-2-yl)-3-methoxy-2-methylpropionate C(C1=CC=CC=C1)OC(=O)N[C@H](C(=O)N(C)[C@H]([C@@H](CC(=O)N1[C@@H](CCC1)[C@@H]([C@H](C(=O)OC)C)OC)OC)[C@H](CC)C)C(C)C